O=C1NC(CCC1N1C(C2=CC=CC(=C2C1=O)N[C@@H]1CC[C@H](CC1)C(=O)OC(C)(C)C)=O)=O trans-tert-butyl 4-((2-(2,6-dioxopiperidin-3-yl)-1,3-dioxoisoindolin-4-yl)amino)cyclohexane-1-carboxylate